CN1N=C(C(=C1OCCNC)C=1C=C2C(=C(N1)C)N(N=C2C=C)C2OCCCC2)C 2-((1,3-dimethyl-4-(7-methyl-1-(tetrahydro-2H-pyran-2-yl)-3-vinyl-1H-pyrazolo[3,4-c]pyridin-5-yl)-1H-pyrazol-5-yl)oxy)-N-methylethan-1-amine